1-(1-octyl)pyridinium C(CCCCCCC)[N+]1=CC=CC=C1